C(C)C(COC(C=1C(C(=O)OCC(CCCC)CC)=CC=CC1)=O)CCCC.P(=O)(OOC(C)=O)(OC1=CC=CC=C1)OC1=CC=CC=C1 acetyloxy diphenyl phosphate di(2-ethylhexyl)phthalate